OC1N(C(N(C1C)OC)=O)C1=NC=CC(=C1)C(F)(F)F 4-hydroxy-1-methoxy-5-methyl-3-[4-(trifluoromethyl)pyridin-2-yl]Imidazolidin-2-one